5-bromo-2-methoxybenzenesulfonamide BrC=1C=CC(=C(C1)S(=O)(=O)N)OC